[N+](=[N-])=C(C1(C(C(C(C(C1[2H])([2H])[2H])([2H])[2H])([2H])[2H])([2H])[2H])[2H])C1(C(C(C(C(C1[2H])([2H])[2H])([2H])[2H])([2H])[2H])([2H])[2H])[2H] (Diazomethylene)dibenzene-d10